C12N(CC(NC1)CC2)C=2C1=C(N=C(N2)OC[C@@]23CCC(N3C[C@@](C2)([2H])F)([2H])[2H])C(=C(N=C1)C=1C=C(C=C(C1C1CC1)F)O)F 3-(4-(2,5-Diazabicyclo[2.2.2]octan-2-yl)-8-fluoro-2-(((2S,7aR)-2-fluorotetrahydro-1H-pyrrolizin-7a(5H)-yl-2,5,5-d3)methoxy)pyrido[4,3-d]pyrimidin-7-yl)-4-cyclopropyl-5-fluorophenol